5-bromo-2-(3,5-dichloro-4-((6-oxo-1,6-dihydropyridazin-3-yl)oxy)phenyl)isoindoline-1,3-dione BrC=1C=C2C(N(C(C2=CC1)=O)C1=CC(=C(C(=C1)Cl)OC1=NNC(C=C1)=O)Cl)=O